3,6-Dichloro-5-(piperazin-1-yl)-2,3-dihydro-1,4-benzodioxine ClC1OC2=C(OC1)C=CC(=C2N2CCNCC2)Cl